FC=1C=C(C(=O)OC)C=CC1N1C[C@@H](CC1)CO methyl (R)-3-fluoro-4-(3-(hydroxymethyl)pyrrolidin-1-yl)benzoate